FC1=CC=C(OC[C@@H]2[C@H](CCC2)NC(=O)C2=C(C=CC(=N2)NC(OC)=O)N2N=CC=N2)C=C1 Methyl N-[6-[[(1S,2S)-2-[(4-fluorophenoxy)methyl]cyclopentyl]carbamoyl]-5-(triazol-2-yl)-2-pyridyl]carbamate